N-(5-(2-(2-azabicyclo[2.2.1]heptan-2-yl)acetamido)-2-fluorophenyl)-7-methyl-4,5,6,7-tetrahydro-[3,6'-bipyrazolo[1,5-a]pyrazine]-3'-carboxamide C12N(CC(CC1)C2)CC(=O)NC=2C=CC(=C(C2)NC(=O)C=2C=NN1C2C=NC(=C1)C=1C=NN2C1CNCC2C)F